6-(2-(3-(6-(dimethylamino)pyridin-3-yl)phenyl)-2-hydroxyacetyl)-2-(1-phenylcyclopropyl)-5,6,7,8-tetrahydropyrido[4,3-d]pyrimidin-4(3H)-one CN(C1=CC=C(C=N1)C=1C=C(C=CC1)C(C(=O)N1CC2=C(N=C(NC2=O)C2(CC2)C2=CC=CC=C2)CC1)O)C